ammonium bisulfide zinc [Zn].[SH-].[NH4+]